Benzoyl-p-chlorobenzoylmethan C(C1=CC=CC=C1)(=O)CC(C1=CC=C(C=C1)Cl)=O